2-Hydroxypropyl-methacrylamide OC(CC=C(C(=O)N)C)C